N-(pyridazin-3-yl)-3-(((7-(pyridin-4-yl)-2,3-dihydrofuro[3,2-c]pyridin-4-yl)amino)methyl)benzamide N1=NC(=CC=C1)NC(C1=CC(=CC=C1)CNC1=NC=C(C2=C1CCO2)C2=CC=NC=C2)=O